C(CC)[C@@H]1CC(OC1)=O (R)-4-n-propyldihydrofuran-2(5H)-one